4-(5-{[(3S)-3-(2-isopropoxyphenyl)piperazin-1-yl]methyl}-3-methoxypyridin-2-yl)morpholine C(C)(C)OC1=C(C=CC=C1)[C@H]1CN(CCN1)CC=1C=C(C(=NC1)N1CCOCC1)OC